ClC1=CC=C(C(=N1)C(=O)OC(C)(C)C)N[C@H](C)C=1C=C(C=C2C(C(=C(OC12)C1=C(C=CC(=C1)F)C#N)C)=O)C tert-Butyl 6-chloro-3-[[(1R)-1-[2-(2-cyano-5-fluoro-phenyl)-3,6-dimethyl-4-oxo-chromen-8-yl]ethyl]amino]pyridine-2-carboxylate